(3R)-3-amino-5-[(4-chlorophenyl)methyl]-7-[2-(5,5-difluoro-1-methylsulfonyl-3-piperidyl)tetrazol-5-yl]-8-fluoro-1,1-dioxo-2,3-dihydro-1λ6,5-benzothiazepin-4-one N[C@H]1CS(C2=C(N(C1=O)CC1=CC=C(C=C1)Cl)C=C(C(=C2)F)C=2N=NN(N2)C2CN(CC(C2)(F)F)S(=O)(=O)C)(=O)=O